tris(penta-fluorophenyl)borane FC1=C(C(=C(C(=C1B(C1=C(C(=C(C(=C1F)F)F)F)F)C1=C(C(=C(C(=C1F)F)F)F)F)F)F)F)F